Cl[Si](CC[SiH](Cl)Cl)(Cl)Cl trichloro[2-(dichlorosilyl)ethyl]silane